FC=1C=C(C=CC1OC)NC(C)=O N-(3-fluoro-4-methoxyphenyl)acetamide